CONC=1C=2N=CN([C@H]3[C@H](O)[C@H](O)[C@@H](CO)O3)C2N=C(N1)C#C[Si](C)(C)C N6-methoxy-2-[2-(trimethylsilyl)ethynyl]adenosine